choline benzoic acid C(C1=CC=CC=C1)(=O)O.OCC[N+](C)(C)C